Racemic-3-{1-[(2-{5-[(3-chloro-5-methanesulfonamidophenyl)carbamoyl]-2-methylthiophen-3-yl}-5-fluoropyridin-3-yl)oxy]ethyl}-5-fluoropyridin-1-ium-1-olate ClC=1C=C(C=C(C1)NS(=O)(=O)C)NC(=O)C1=CC(=C(S1)C)C1=NC=C(C=C1O[C@H](C)C=1C=[N+](C=C(C1)F)[O-])F |r|